BrC1=CC2=C(C(OC2(C)C)O)C=C1 5-bromo-3,3-dimethyl-1H-2-benzofuran-1-ol